4-piperidinol hydrochloride Cl.N1CCC(CC1)O